[Si](C)(C)(C(C)(C)C)OCCC1=C(C=CC=C1)N1C(N=C(C2=C1N=C(C(=C2)Cl)Cl)Cl)=O 1-(2-(2-((tert-Butyldimethylsilyl)oxy)ethyl)phenyl)-4,6,7-trichloropyrido[2,3-d]pyrimidin-2(1H)-one